P(=O)(OC1=C(C(=C(C=C1)CCCC)CCCC)CCCC)([O-])[O-] Tributylphenyl phosphate